FC1=C(C=CC2=CC=CC=C12)B(O)O (1-fluoronaphthalen-yl)boronic acid